C(C1=CC=CC=C1)(=O)O[C@@H]1[C@](O[C@H](C1)N1C=CC2=C1N=C(N=C2N)Cl)(CO)C#C (2R,3S,5R)-5-(4-amino-2-chloro-7H-pyrrolo[2,3-d]pyrimidin-7-yl)-2-ethynyl-2-(hydroxymethyl)tetrahydrofuran-3-yl benzoate